(R)-N-(1-(6-ethynyl-5-oxo-4-phenyl-4,5-dihydro-2H-furo[4,3,2-de]isoquinolin-3-yl)ethyl)-2-(sulfamoylamino)pyrazolo[1,5-a]pyrimidine-3-carboxamide C(#C)C1=CC=C2C=3C(=C(N(C(C13)=O)C1=CC=CC=C1)[C@@H](C)NC(=O)C=1C(=NN3C1N=CC=C3)NS(N)(=O)=O)CO2